Titanium (IV) isopropoxide CC([O-])C.[Ti+4].CC([O-])C.CC([O-])C.CC([O-])C